(rac)-cis-1-tert-butoxycarbonylamino-indan-2-carboxylic acid C(C)(C)(C)OC(=O)N[C@H]1[C@H](CC2=CC=CC=C12)C(=O)O |r|